11-benzyl-3-[[tert-butyl(dimethyl)silyl]oxymethyl]-4-oxa-6,11-diazatricyclo[6.2.1.02,6]undecan-5-one C(C1=CC=CC=C1)N1C2C3C(OC(N3CC1CC2)=O)CO[Si](C)(C)C(C)(C)C